1-[(3S)-4-(3-chloro-5-fluoro-phenyl)-3-methyl-piperazin-1-yl]-2-(methoxymethyl)pentane-1,4-dione ClC=1C=C(C=C(C1)F)N1[C@H](CN(CC1)C(C(CC(C)=O)COC)=O)C